COC1=C(C(=CC(=C1)C)C)C1=CC=C2C(=CC(=NC2=N1)C1=CCCN(C1)C)CNC(C)=O N-[[7-(2-methoxy-4,6-dimethyl-phenyl)-2-(1-methyl-3,6-dihydro-2H-pyridin-5-yl)-1,8-naphthyridin-4-yl]methyl]acetamide